OC1=C(C=CC=C1)C(C=CC1=CC=C(C=C1)C(C)C)=O 1-(2-Hydroxyphenyl)-3-(4-isopropylphenyl)prop-2-en-1-one